tris-(dibenzylideneacetone) dipalladium(0) [Pd].[Pd].C(C1=CC=CC=C1)=CC(=O)C=CC1=CC=CC=C1.C(C1=CC=CC=C1)=CC(=O)C=CC1=CC=CC=C1.C(C1=CC=CC=C1)=CC(=O)C=CC1=CC=CC=C1